CO[C@@H]1CN(C[C@H]1COC=1C=NN(C1)C)C(=O)OC(C)(C)C Tert-butyl (3S,4S)-3-methoxy-4-(((1-methyl-1H-pyrazol-4-yl)oxy)methyl)pyrrolidine-1-carboxylate